C1(CC1)N1CCN(CC1)C1=NC(=NC(=N1)N1C(COCC1)(C)C)C=1C(=CC(=NC1)N)C(F)F 5-[4-(4-cyclopropylpiperazin-1-yl)-6-(3,3-dimethylmorpholin-4-yl)-1,3,5-triazin-2-yl]-4-(difluoromethyl)pyridin-2-amine